1-(2-(2-(2-(4-(3-(4-amino-2-butyl-1-(3-hydroxy-2-(hydroxymethyl)-2-methylpropyl)-1H-imidazo[4,5-c]quinolin-7-yl)propyl)piperazin-1-yl)ethoxy)ethoxy)ethyl)-1H-pyrrole-2,5-dione NC1=NC=2C=C(C=CC2C2=C1N=C(N2CC(CO)(C)CO)CCCC)CCCN2CCN(CC2)CCOCCOCCN2C(C=CC2=O)=O